BISMUTH OXYCARBONATE C(=O)(O[Bi]=O)O[Bi]=O